C(C)(C)(C)OC(=O)N1CCN(CC1)CCOC1=NC=C(C=C1)Br 4-(2-((5-bromopyridin-2-yl)oxy)ethyl)piperazine-1-carboxylic acid tert-butyl ester